3-(Fmoc-amino)benzoic acid C(=O)(OCC1C2=CC=CC=C2C2=CC=CC=C12)NC=1C=C(C(=O)O)C=CC1